N-toluyl-N'-phenylcarbodiimide C1(=C(C=CC=C1)N=C=NC1=CC=CC=C1)C